[Br-].CC=1N=C(SC1C)N1N([NH2+]C(=N1)C1=CC=CC=C1)C1=CC=CC=C1 3-(4,5-dimethylthiazolyl)2,5-diphenyltetrazolium bromide